FC1=CC=C(C=C1)N1N=CC2=CC(=C(C=C12)C)[C@]12CN(C[C@@H]2[C@H]1C1=CC=CC=C1)CC1=NC=CC=C1 1-(4-fluorophenyl)-6-methyl-5-((1s,5r,6s)-6-phenyl-3-(pyridin-2-ylmethyl)-3-azabicyclo[3.1.0]hexane-1-yl)-1H-indazole